(2H-benzotriazole) 5-(1,1-dimethylethyl)-4-hydroxybenzoate CC(C)(C)C=1C(=CC=C(C(=O)O)C1)O.N=1NN=C2C1C=CC=C2